3-pyridin-4-yl-3-[4-(7H-pyrrolo-[2,3-d]pyrimidin-4-yl)-1H-pyrazol-1-yl]propanenitrile N1=CC=C(C=C1)C(CC#N)N1N=CC(=C1)C=1C2=C(N=CN1)NC=C2